FC1=C(C(=CC=C1)F)C=1C(=NC=C(C1)F)C1(CC(=NO1)N1C[C@H](CC1)NS(=O)(=O)CC)CF N-[(3S)-1-{5-[3-(2,6-difluorophenyl)-5-fluoropyridin-2-yl]-5-(fluoromethyl)-4,5-dihydro-1,2-oxazol-3-yl}pyrrolidin-3-yl]ethanesulfonamide